6-(trifluoromethyl)quinoline-8-carboxylic acid FC(C=1C=C2C=CC=NC2=C(C1)C(=O)O)(F)F